3-chloro-3,3-difluoropropionic acid ClC(CC(=O)O)(F)F